(2R)-N-(4-bromophenyl)piperidine-2-carboxamide hydrochloride Cl.BrC1=CC=C(C=C1)NC(=O)[C@@H]1NCCCC1